1-(triethoxysilylmethyl)hexahydro-1,3,5-triazine C(C)O[Si](OCC)(OCC)CN1CNCNC1